C1(CC1)C=1C2=C(C(NC1)=O)NC(=C2)CN2C[C@H](OCC2)C 4-cyclopropyl-2-[[(2R)-2-methylmorpholin-4-yl]methyl]-1,6-dihydropyrrolo[2,3-c]pyridin-7-one